N-[4-[4-(4-Cyanophenyl)piperazin-1-yl]phenyl]-4-(2-fluoroethoxy)benzamid C(#N)C1=CC=C(C=C1)N1CCN(CC1)C1=CC=C(C=C1)NC(C1=CC=C(C=C1)OCCF)=O